C(C=C)(=O)N1[C@H](CN(CC1)C1=NC=NC2=CC(=C(C=C12)C1=CC=C(C=C1)Cl)Cl)C#N (R)-1-acryloyl-4-(7-chloro-6-(4-chlorophenyl)quinazolin-4-yl)piperazine-2-carbonitrile